FC1(CCN(CC1)C1=NC2=CC(=C(C=C2C(=N1)NC=1NC(=CN1)C)OC)C#CCN1CCCC1)F 2-(4,4-difluoropiperidin-1-yl)-6-methoxy-N-(5-methyl-1H-imidazol-2-yl)-7-(3-(pyrrolidin-1-yl)prop-1-yn-1-yl)quinazolin-4-amine